[B]=[B].[B]=[B].[Ho] holmium boride